2,6,10-trimethyl-14-oxo-pentadecanoic acid CC(C(=O)O)CCCC(CCCC(CCCC(C)=O)C)C